ClC=1C=CC(=C(C1)[C@H]1C[C@H](C1)NC(=O)C=1N=NN(C1)CC=1SC=2CNCCC2N1)C#N N-((cis)-3-(5-Chloro-2-cyanophenyl)cyclobutyl)-1-((4,5,6,7-tetrahydrothiazolo[5,4-c]pyridin-2-yl)methyl)-1H-1,2,3-triazole-4-carboxamide